C(C=C)(=O)OC1(CCC(C1)C)C 1,4-dimethyl-1-cyclopentyl acrylate